C12C(CC(C=C1)C2)C2COC1(OC2)OCC(CO1)C1C2C=CC(C1)C2 3,9-di(5-norbornene-2-yl)-1,5,7,11-tetraoxaspiro[5.5]undecane